[Si](C)(C)(C(C)(C)C)OC[C@@H]1COCCCN1 (S)-3-(((tert-butyldimethylsilyl)oxy)methyl)-1,4-oxazepane